3-[5-[2-[1-(4-aminophenyl)-4-piperidyl]-2,8-diazaspiro[4.5]decan-8-yl]-1-oxo-isoindolin-2-yl]piperidine-2,6-dione NC1=CC=C(C=C1)N1CCC(CC1)N1CC2(CC1)CCN(CC2)C=2C=C1CN(C(C1=CC2)=O)C2C(NC(CC2)=O)=O